CC(CCC=CCO)CC(=CC(=CC(=CC(CC)C)C)C)C 6,8,10,12,14-pentamethylhexadeca-2,8,10,12-tetraen-1-ol